3-n-butylcyclohexane-1,2-dicarboxylic acid, calcium salt [Ca+2].C(CCC)C1C(C(CCC1)C(=O)[O-])C(=O)[O-]